1-cyclopentyl-5-{3-[4-(pyridin-ylmethoxy)-3-(trifluoromethyl)phenyl]-1,2,4-oxadiazol-5-yl}-1H-1,2,3-benzotriazole C1(CCCC1)N1N=NC2=C1C=CC(=C2)C2=NC(=NO2)C2=CC(=C(C=C2)OCC2=NC=CC=C2)C(F)(F)F